6-(4-methylpiperazine-1-carbonyl)pyrido[2,3-d]pyrimidin-7-one CN1CCN(CC1)C(=O)C1C=C2C(N=CN=C2)=NC1=O